C([C@@H]1[C@H]([C@@H]([C@H]([C@H](O1)O[C@@H]2[C@@H]([C@H]([C@@H]([C@H](O2)CO)O)O)O)O)O)O)O.O.O D-Trehalose dihydrate